[2H]C=1C(=NC=2N(C1C)N=C(N2)N2CCOCC2)O 6-deuterio-7-methyl-2-morpholino-[1,2,4]triazolo[1,5-a]pyrimidin-5-ol